2H-pyran-2,4(3H)-dione O1C(CC(C=C1)=O)=O